P(=O)(OC[N+]1=C(C(=CC=C1)C1=CC(=NO1)CC=1C=NC(=CC1)N1C(CCC1)C1=CC=CC=C1)N)(O)[O-] (2-amino-3-(3-((6-(2-phenylpyrrolidin-1-yl)pyridin-3-yl)methyl)isoxazol-5-yl)pyridin-1-ium-1-yl)methyl hydrogen phosphate